COC1=CC2=C(C(=CS2)B2OC(C(O2)(C)C)(C)C)C=C1 2-(6-methoxybenzothiophen-3-yl)-4,4,5,5-tetramethyl-1,3,2-dioxaborolan